FC1(CCN(CC1)C1=NC=CC(=C1C=1NC(=CC(C1)=O)C)C(F)(F)F)F 2-[2-(4,4-Difluoro-1-piperidinyl)-4-(trifluoromethyl)-3-pyridinyl]-6-methyl-1H-pyridin-4-one